C1(CCC1)C=1C(=NN(C1NC(OC1CCC1)=O)C)C1(CC1)C(F)(F)F cyclobutyl (4-cyclobutyl-1-meth-yl-3-(1-(trifluoromethyl)cyclopropyl)-1H-pyrazol-5-yl)carbamate